FC(C(=O)O)(F)F.N1CCC(CC1)C(=O)OC(C(CCCC)NC([C@@H](CCC1CC1)NC([C@@H](CC1=CC=CC=C1)N)=O)=O)=O [2-[[(2R)-2-[[(2R)-2-amino-3-phenyl-propionyl] amino]-4-cyclopropyl-butyryl] amino] hexanoyl] piperidine-4-carboxylate trifluoroacetate